The molecule is an (R)-3-hydroxyacyl-CoA(4-) obtained by deprotonation of the phosphate and diphosphate OH groups of (3R,16Z,19Z,22Z,25Z,28Z,31Z)-3-hydroxytetratriacontahexaenoyl-CoA; major species at pH 7.3. It is a (R)-3-hydroxyacyl-CoA(4-) and an 11,12-saturated fatty acyl-CoA(4-). It is a conjugate base of a (3R,16Z,19Z,22Z,25Z,28Z,31Z)-3-hydroxytetratriacontahexaenoyl-CoA. CC/C=C\\C/C=C\\C/C=C\\C/C=C\\C/C=C\\C/C=C\\CCCCCCCCCCCC[C@H](CC(=O)SCCNC(=O)CCNC(=O)[C@@H](C(C)(C)COP(=O)([O-])OP(=O)([O-])OC[C@@H]1[C@H]([C@H]([C@@H](O1)N2C=NC3=C(N=CN=C32)N)O)OP(=O)([O-])[O-])O)O